3-(4,4-difluoroazepan-1-yl)-5-methyl-N-(2-(S-methylsulfonimidoyl)pyridin-4-yl)-6-(trifluoromethyl)pyridazine-4-carboxamide FC1(CCN(CCC1)C=1N=NC(=C(C1C(=O)NC1=CC(=NC=C1)S(=O)(=N)C)C)C(F)(F)F)F